ClC1=C(C(=O)Cl)C(=CC(=C1)N(CC)CC)Cl 2,6-dichloro-4-(diethylamino)benzoyl chloride